1-{1-[(benzyloxy)carbonyl]piperidin-4-yl}-4-hydrazino-6-oxo-1,6-dihydropyridine-3-carboxylic acid C(C1=CC=CC=C1)OC(=O)N1CCC(CC1)N1C=C(C(=CC1=O)NN)C(=O)O